[6-(morpholin-4-yl)pyridin-2-yl]Methylamine N1(CCOCC1)C1=CC=CC(=N1)CN